ICN([C@@H](C(C)C)C(=O)O)C(=O)OC(C)(C)C iodomethyl-(t-butoxycarbonyl)-L-valine